2-tetrahydropyran-4-yloxyethanol O1CCC(CC1)OCCO